C1=CC=CC=2C3=CC=CC=C3C(C12)COC(=O)N([C@H](C(=O)O)CC=1C=NC(=CC1)C(F)(F)F)C (2S)-2-[9H-fluoren-9-ylmethoxycarbonyl-(methyl)amino]-3-[6-(trifluoromethyl)pyridin-3-yl]propionic acid